NC1=C2N=CN(C2=NC(=N1)F)[C@H]1C[C@@H]([C@@](O1)(C#C)CO[P@](=O)(OC1=CC=CC=C1)N[C@@H](CC1=CC=CC=C1)C(=O)OC(C)C)O Isopropyl ((S)-(((2R,3S,5R)-5-(6-amino-2-fluoro-9H-purin-9-yl)-2-ethynyl-3-hydroxytetrahydrofuran-2-yl) methoxy)(phenoxy)phosphoryl)-L-phenylalaninate